2-Fluoro-4-methoxy-3-nitro-1-((3,4,5-trimethoxyphenyl)ethynyl)benzene FC1=C(C=CC(=C1[N+](=O)[O-])OC)C#CC1=CC(=C(C(=C1)OC)OC)OC